COC(=O)C1C(C1)C(=O)O 2-(METHOXYCARBONYL)CYCLOPROPANE-1-CARBOXYLIC ACID